methyl-3-(2-chloro-4-pyrimidinyl)-5-bromoindole CC=1NC2=CC=C(C=C2C1C1=NC(=NC=C1)Cl)Br